FC1=C(C=C(C=C1)F)[C@@H]1N(CCC1)C1=CC=C2C(=N1)N(C=N2)C(=O)NCCC2=CC=C(C=C2)F (R)-5-(2-(2,5-Difluorophenyl)pyrrolidin-1-yl)-N-(4-fluorophenethyl)-3H-imidazo[4,5-b]pyridine-3-Carboxamide